(R)-1'-(5-Amino-1-(2-(2,2,2-trifluoroethoxy)phenyl)-1H-pyrazole-4-carbonyl)-6-chloro-5-fluorospiro[benzo[d][1,3]oxazine-4,3'-piperidin]-2(1H)-one NC1=C(C=NN1C1=C(C=CC=C1)OCC(F)(F)F)C(=O)N1C[C@@]2(CCC1)C1=C(NC(O2)=O)C=CC(=C1F)Cl